(1E)-2-methylpropionaldoxime CC(\C=N\O)C